N-{2-[4-(4-Aminopiperidin-1-yl)-3-(3,5-difluorophenyl)chinolin-6-yl]-3,4,6-trifluorophenyl}methylcarbamat NC1CCN(CC1)C1=C(C=NC2=CC=C(C=C12)C1=C(C(=CC(=C1F)F)F)CNC([O-])=O)C1=CC(=CC(=C1)F)F